(2,4-difluorobenzyl)-methylamine FC1=C(CNC)C=CC(=C1)F